O1C(N=CC1)=O 1,3-oxazol-2(5H)-one